tert-butyl 2-[6-(3-amino-2,6-difluoro-benzoyl)-4-oxo-quinazolin-3-yl]-7-azaspiro[3.5]nonane-7-carboxylate NC=1C(=C(C(=O)C=2C=C3C(N(C=NC3=CC2)C2CC3(C2)CCN(CC3)C(=O)OC(C)(C)C)=O)C(=CC1)F)F